2-(5-fluoro-2-isopropylphenyl)-4,4,5,5-tetramethyl-1,3,2-dioxaborolan FC=1C=CC(=C(C1)B1OC(C(O1)(C)C)(C)C)C(C)C